N1=CC=CC=2C(=CC=CC12)C(=[Se])N 5-selenoquinolineamide